O[C@H]1[C@@H](CC1)CCCN1C(C2=CC=CC=C2C1=O)=O |o1:1,2| 2-(3-((1R*,2R*)-2-hydroxycyclobutyl)propyl)isoindoline-1,3-dione